5-methylamino-thieno[3,2-b]thiophene CNC1=CC=2SC=CC2S1